FC1=CC=C(C=C1)N1N=CC2=CC(=CC=C12)N1C(CC(C1=O)(C)C)C1=CC=CC=C1 trans-1-(1-(4-fluorophenyl)-1H-indazol-5-yl)-4,4-dimethyl-5-oxo-2-phenylpyrrolidin